N-{4-[(3-[3-cyano-4-(trifluoromethoxy)phenyl]-1-{[2-(trimethylsilyl)ethoxy]methyl}-1H-pyrrolo[2,3-b]pyridin-4-yl)oxy]-3,5-difluorophenyl}-N'-{[3-(propan-2-yl)oxetan-3-yl]methyl}urea C(#N)C=1C=C(C=CC1OC(F)(F)F)C1=CN(C2=NC=CC(=C21)OC2=C(C=C(C=C2F)NC(=O)NCC2(COC2)C(C)C)F)COCC[Si](C)(C)C